N-[3-methyl-1-[5-methyl-2-[(2-methylpyrazol-3-yl)amino]pyrimidin-4-yl]pyrrolo[2,3-b]pyridin-5-yl]but-2-ynamide CC1=CN(C2=NC=C(C=C21)NC(C#CC)=O)C2=NC(=NC=C2C)NC=2N(N=CC2)C